[rac-(1S,2S,5R)-6-benzyl-3-oxa-6-azabicyclo[3.1.1]heptan-2-yl]methanol C(C1=CC=CC=C1)N1[C@H]2CO[C@@H]([C@@H]1C2)CO |r|